C1(CC1)COC1=NC=2C(=CN(C(C2C=C1)=O)C=1C(=C2C=C(N(C2=CC1)CC1CC1)C)F)C(=O)N1CCC(CC1)F 2-(cyclopropylmethoxy)-6-(1-(cyclopropylmethyl)-4-fluoro-2-methyl-1H-indol-5-yl)-8-(4-fluoropiperidine-1-carbonyl)-1,6-naphthyridin-5(6H)-one